Pregnen-diol disulfate S(=O)(=O)(O)OS(=O)(=O)O.C(=C[C@H]1CC[C@H]2[C@@H]3CCC4CCCC[C@]4(C)[C@H]3CC[C@]12C)(O)O